C(C1=CC=CC=C1)(=O)C1=CC=C(OC2=C(C=CC=C2)OC2=CC=C(C=C2)C(C2=CC=CC=C2)=O)C=C1 bis[4-benzoylphenoxy]benzene